5-[(3R,5S)-3,5-dimethylpiperazin-1-yl]-N-(7-fluoro-2-methylindazol-5-yl)-2-methoxyquinazoline-8-carboxamide C[C@@H]1CN(C[C@@H](N1)C)C1=C2C=NC(=NC2=C(C=C1)C(=O)NC1=CC2=CN(N=C2C(=C1)F)C)OC